FC=1C=C2C(NC(=NC2=C(C1)[C@@H](C)NC1=C(C=CC=C1)S(=O)(=O)C)N1CCOCC1)=O (R)-6-fluoro-8-(1-((2-(methylsulfonyl)phenyl)amino)ethyl)-2-morpholinoquinazolin-4(3H)-one